(4-(((3-amino-6-(2,5-dimethyl-1,2,3,4-tetrahydroisoquinolin-7-yl)pyrazin-2-yl)oxy)methyl)pyridin-2-yl)acetamide NC=1C(=NC(=CN1)C1=CC(=C2CCN(CC2=C1)C)C)OCC1=CC(=NC=C1)CC(=O)N